CS(=O)(=O)O.CS(=O)(=O)O.C(C(C)C)N1C(=NC=2C1=NC=CC2)N 3-isobutylimidazo[4,5-b]pyridin-2-ylamine di-methanesulfonate